3-(1-(5-(trifluoromethyl)pyrimidin-2-yl)piperidin-4-yl)urea FC(C=1C=NC(=NC1)N1CCC(CC1)NC(N)=O)(F)F